3-((6-amino-5-fluoropyridin-3-yl)ethynyl)-N-(3-(2-cyanopropan-2-yl)-1-(6-methylpyridin-3-yl)-1H-pyrazol-5-yl)-4-methylbenzamide NC1=C(C=C(C=N1)C#CC=1C=C(C(=O)NC2=CC(=NN2C=2C=NC(=CC2)C)C(C)(C)C#N)C=CC1C)F